OCCOC=1C(=C(C=CC1)C1=CC=CC=2CC3=CC=CC=C3C12)C 4-(2-hydroxyethoxy-2-methylphenyl)fluorene